FC1(C[C@@H](CC1)N1C(C(=CC=C1)NC(C1=C(C=C(C=C1)NS(=O)(=O)CCO)N1CCC2(CC2)CC1)=O)=O)F (R)-N-(1-(3,3-difluorocyclopentyl)-2-oxo-1,2-dihydropyridin-3-yl)-4-((2-hydroxyethyl)sulfonamido)-2-(6-azaspiro[2.5]octan-6-yl)benzamide